C(CCCCCCCC)OC(CCCCN(CCCCNC(=O)C=1C=C(C(=O)NCCCN(CCCCCCCCC(=O)OC(CC)CCCCC)CCCCCCCCC(=O)OC(CC)CCCCC)C=C(C1)C(NCCCN(C)C)=O)CCCCC(OCCCCCCCCC)=O)=O di(octan-3-yl) 9,9'-((3-(3-((4-(bis(5-(nonyloxy)-5-oxopentyl)amino)butyl)carbamoyl)-5-((3-(dimethylamino)propyl)carbamoyl)benzamido)propyl)azanediyl)dinonanoate